4-(benzylthio)-2,5-difluorobenzoic acid C(C1=CC=CC=C1)SC1=CC(=C(C(=O)O)C=C1F)F